5-fluoro-6-methoxy-6,7-dihydro-1,7-naphthyridin-8(5H)-one FC1C=2C=CC=NC2C(NC1OC)=O